(R)-5-((((6-(2-chloro-3-(2-(3-methoxy-4-(((((R)-5-oxopyrrolidin-2-yl)methyl)amino)methyl)phenyl)-3-methylpyridin-4-yl)phenyl)-2-methoxypyridin-3-yl)methyl)amino)methyl)pyrrolidin-2-one ClC1=C(C=CC=C1C1=C(C(=NC=C1)C1=CC(=C(C=C1)CNC[C@@H]1NC(CC1)=O)OC)C)C1=CC=C(C(=N1)OC)CNC[C@H]1CCC(N1)=O